C(C)(C)(C)OC(=O)N1C[C@@H](CCC1)SC1=NON=C1C1=NOC(N1C1=CC(=C(C=C1)F)Br)=O (R)-3-((4-(4-(3-bromo-4-fluorophenyl)-5-oxo-4,5-dihydro-1,2,4-oxadiazol-3-yl)-1,2,5-oxadiazol-3-yl)thio)piperidine-1-carboxylic acid tert-butyl ester